C(C=CC=CCCC=CC=CC)(=O)O 2,4,8,10-dodecatetraenoic acid